oleic acid-succinic anhydride C(CCC(=O)O)(=O)OC(CCCCCCC\C=C/CCCCCCCC)=O